C(#N)N1[C@@H](CCC1)C(=O)N(C)C=1SC=C(N1)C1=NC(=CC=C1OCCOC)C#N (S)-1-cyano-N-(4-(6-cyano-3-(2-methoxyethoxy)pyridin-2-yl)thiazol-2-yl)-N-methylpyrrolidine-2-carboxamide